N-(2-(2-Iodoethoxy)ethyl)-3-(phenylthio)propanamide ICCOCCNC(CCSC1=CC=CC=C1)=O